FC=1C(=C2C=CN=CC2=C(C1)C(CNC(C)=O)O)CNC1CC(C1)OC1=CC(=C(C=C1)F)C(F)(F)F N-(2-(6-fluoro-5-((((1r,3r)-3-(4-fluoro-3-(trifluoromethyl)phenoxy)cyclobutyl)amino)methyl)isoquinolin-8-yl)-2-hydroxyethyl)acetamide